C(C)N(CCC[SiH2]C(OCC)OCC)CC (3-diethylaminopropyl)diethoxymethylsilane